COC1=NC=CC2=C1N=C(N2)NC=2OC(=NN2)C2CCC(CC2)OC N-(4-methoxy-1H-imidazo[4,5-c]pyridin-2-yl)-5-((1s,4s)-4-methoxycyclohexyl)-1,3,4-oxadiazol-2-amine